N-(4-(2-(((1r,4r)-4-(dimethylamino)cyclohexyl)amino)-8-isopropyl-7-oxo-7,8-dihydropyrido[2,3-d]-pyrimidin-6-yl)-2-fluorophenyl)-2-(1-methylcyclopropyl)-ethane-1-sulfonamide CN(C1CCC(CC1)NC=1N=CC2=C(N1)N(C(C(=C2)C2=CC(=C(C=C2)NS(=O)(=O)CCC2(CC2)C)F)=O)C(C)C)C